6-Chloro-4-((3-(1-cyclopropyl-1H-1,2,4-triazol-3-yl)-2-methoxyphenyl)amino)pyridazine-3-carboxylic acid zinc [Zn].ClC1=CC(=C(N=N1)C(=O)O)NC1=C(C(=CC=C1)C1=NN(C=N1)C1CC1)OC